oxolan-3,4-diol O1CC(C(C1)O)O